N1(CCSCC1)S(=O)N1CCSCC1 thiomorpholinyl sulfoxide